(S)-5-(3-carbamoyl-4-fluorophenyl)-N-(1-cyclopropylethyl)-7-methylpyrazolo[1,5-a]Pyrimidine C(N)(=O)C=1C=C(C=CC1F)C1=NC=2N(C(=C1)C)N(CC2)[C@@H](C)C2CC2